ClC1=C(C(=C(C=N1)CC)C)C 1-(6-chloro-4,5-dimethylpyridin-3-yl)ethane